C(C)(C)(C)OC(=O)O[C@@H]1[C@H]([C@H](N(C1)C(=O)OC(C)(C)C)CC1=CC=C(C=C1)OC)OC(CCN1C(NC(C=C1)=O)=O)=O tert-butyl (2R,3S,4S)-4-[(tert-butoxycarbonyl)oxy]-3-{[3-(2,4-dioxo-3H-pyrimidin-1-yl)propanoyl]oxy}-2-[(4-methoxyphenyl)methyl]pyrrolidine-1-carboxylate